NC1=NC(N(C=C1)CC1(CC1)F)=O 4-amino-1-[(1-fluorocyclopropyl)methyl]pyrimidin-2-one